COC1=CC=C(C=C1)N1C(C[C@H]1C1=CC=C(C=C1)OC)=O 1,4(S)-bis-(4-methoxyphenyl)-2-azetidinone